[Si](C)(C)(C(C)(C)C)N1C=CC=2C1=NC=CC2Cl 1-(tert-Butyldimethylsilyl)-4-chloro-1H-pyrrolo[2,3-b]pyridine